N,N-dimethylaminopropylamine CNN(NC)CCC